2-ethyl-6-[(±)-tetrahydrofuran-3-ylmethyl]-6,7-dihydro-4H-pyrazolo[1,5-a]pyrrolo[3,4-d]pyrimidine C(C)C1=NN2C(NC=3C(=C2)CN(C3)C[C@@H]3COCC3)=C1 |r|